tri-tridecyl phosphite P(OCCCCCCCCCCCCC)(OCCCCCCCCCCCCC)OCCCCCCCCCCCCC